1H-pyrazolo[4,3-c]pyridine-1-carboxylic acid tert-butyl ester C(C)(C)(C)OC(=O)N1N=CC=2C=NC=CC21